azelaonitrile C(CCCCCCCC#N)#N